C1(CCCC1)OC1=NC=CC=C1C1=CC(=C(C(=C1)F)CCCN1CC(NS1(=O)=O)=O)F 5-[3-[4-[2-(cyclopentyloxy)-3-pyridinyl]-2,6-difluoro-phenyl]propyl]-1,1-dioxo-1,2,5-thiadiazolidin-3-one